diethyl 8-methoxy-2,2,14,14-tetramethylpentadecanedioate COC(CCCCCC(C(=O)OCC)(C)C)CCCCCC(C(=O)OCC)(C)C